1-(trifluoro-methyl)cyclopropane-1-carbohydrazide FC(C1(CC1)C(=O)NN)(F)F